C1(=CC=CC=C1)N1C(=NN=C1CC=1SC=CC1)SCC(=O)NC1=C(C2=C(S1)CCC2)C(=O)N 2-[2-({4-phenyl-5-[(thiophen-2-yl)methyl]-4H-1,2,4-triazol-3-yl}sulfanyl)acetamido]-4H,5H,6H-cyclopenta[b]thiophene-3-carboxamide